4-(8-methyl-5,6,7,8-tetrahydropyrido[4,3-d]pyrimidin-2-yl)piperazine-1-carboxylic acid tert-butyl ester C(C)(C)(C)OC(=O)N1CCN(CC1)C=1N=CC2=C(N1)C(CNC2)C